2-[8-[[(1R,3S)-3-hydroxycyclohexyl]amino]pyrido[2,3-d]pyridazin-5-yl]-5-(trifluoromethyl)phenol O[C@@H]1C[C@@H](CCC1)NC=1N=NC(=C2C1N=CC=C2)C2=C(C=C(C=C2)C(F)(F)F)O